(6-(4-(naphthalen-2-yl)phenyl)-3-phenylnaphthalen-1-yl)boronic acid C1=C(C=CC2=CC=CC=C12)C1=CC=C(C=C1)C=1C=C2C=C(C=C(C2=CC1)B(O)O)C1=CC=CC=C1